N-(5-chloro-2-(1H-tetrazol-1-yl)benzyl)-1-((6-cyclopropylimidazo[1,2-a]pyridin-2-yl)methyl)-1H-pyrazole-4-carboxamide ClC=1C=CC(=C(CNC(=O)C=2C=NN(C2)CC=2N=C3N(C=C(C=C3)C3CC3)C2)C1)N1N=NN=C1